6-tert-butyl-1,1-dimethyl-4-indanyl-methylketone C(C)(C)(C)C1=CC(=C2CCC(C2=C1)(C)C)CC(=O)CC1=C2CCC(C2=CC(=C1)C(C)(C)C)(C)C